2-(pyrimidin-2-yl)malonic acid dimethyl ester COC(C(C(=O)OC)C1=NC=CC=N1)=O